((6-(isopropyl(methyl)amino)-1-oxo-2-(6-(4-(p-tolyl)-4H-1,2,4-triazol-3-yl)pyridine-2-yl)-2,3-dihydro-1H-pyrrolo[3,4-c]pyridin-4-yl)methyl)(methyl)carbamate C(C)(C)N(C1=CC2=C(C(=N1)COC(NC)=O)CN(C2=O)C2=NC(=CC=C2)C2=NN=CN2C2=CC=C(C=C2)C)C